C(C1=CC=CC=C1)OCC1=NN(C(N1CC)=O)C1=CC(=C(C(=O)NC=2C(=NC=CC2Cl)C)C=C1F)C(CO)C(=C)C 4-(3-((Benzyloxy)methyl)-4-ethyl-5-oxo-4,5-dihydro-1H-1,2,4-triazol-1-yl)-N-(4-chloro-2-methylpyridin-3-yl)-5-fluoro-2-(1-hydroxy-3-methylbut-3-en-2-yl)benzamide